(R)-3-(tert-butyl)-N-(1-(2-methyl-4-(6-((5-(piperazin-1-yl)pyrimidin-2-yl)amino)pyrimidin-4-yl)phenyl)ethyl)-1,2,4-oxadiazole-5-carboxamide C(C)(C)(C)C1=NOC(=N1)C(=O)N[C@H](C)C1=C(C=C(C=C1)C1=NC=NC(=C1)NC1=NC=C(C=N1)N1CCNCC1)C